5-(3-Methyl-1H-indol-1-yl)-[2,2'-binaphthalen]-6-ol CC1=CN(C2=CC=CC=C12)C1=C2C=CC(=CC2=CC=C1O)C1=CC2=CC=CC=C2C=C1